Cl.NC1=C(C=CC=C1)NC(C=C)=O N-(2-aminophenyl)acrylamide hydrochloride